tert-butyl (2R,4S)-4-(benzyloxy)-2-((3-hydroxy-2-(methoxycarbonyl)-5-methylphenoxy)methyl)pyrrolidine-1-carboxylate C(C1=CC=CC=C1)O[C@H]1C[C@@H](N(C1)C(=O)OC(C)(C)C)COC1=C(C(=CC(=C1)C)O)C(=O)OC